C(CCCCCCC)OCOCCCC(CC(CC(C)[Mg]I)C)C 8-octyloxymethoxy-1,3,5-trimethyloctylmagnesium iodide